Cl.C(CC)NC(=N)N 1-propylguanidine hydrochloride